1,3-dimethyl-1,1,3,3-tetravinyldisilazane C[Si](N[Si](C=C)(C=C)C)(C=C)C=C